3-methyl-2,5-furandione CC=1C(OC(C1)=O)=O